CN1CN(C=C1)CCOC 1-methyl-3-methoxyethyl-imidazole